COC1=C(C(=CC=C1)OC)C=1P(COC2=C(C1)C=CC=C2)C(C)(C)C 4-(2,6-dimethoxyphenyl)-3-(1,1-dimethylethyl)-2,3-dihydro-1,3-benzoxaphosphepin